C(CC(O)(C(=O)O)CC(=O)O)(=O)O.FC1=C(C=CC(=C1)F)S(=O)(=O)NC=1C(=NC=C(C1)C=1C=C2C(=NC=NC2=CC1)N1CCN(CC1)C(\C=C\C(C)=O)=O)OC (E)-2,4-difluoro-N-(2-methoxy-5-(4-(4-(4-oxopent-2-enoyl)piperazin-1-yl)quinazolin-6-yl)pyridin-3-yl)benzenesulfonamide citrate